(benzyloxycarbonyl) acrylate C(C=C)(=O)OC(=O)OCC1=CC=CC=C1